adamantane diacrylate C(C=C)(=O)O.C(C=C)(=O)O.C12CC3CC(CC(C1)C3)C2